3-HYDROXY-2-(METHYLAMINO)BENZALDEHYDE OC=1C(=C(C=O)C=CC1)NC